O=C1NC=CC2=C1N(C(=C2)C(=O)O)S(=O)(=O)C2(CC=CC=C2)C 7-oxo-1-methylbenzenesulfonyl-6,7-dihydro-1H-pyrrolo[2,3-c]pyridine-2-carboxylic acid